C(CCCC(=O)[O-])(=O)[O-] glutarate